CCCCCCCCOC1=CC=C(C=C1)N=[N+](C2=CC=C(C=C2)OCCCCCCCC)[O-] 4,4'-di-n-octyloxyazoxybenzene